BrC=1N=C2C(=NC(=NN2C1)NCCCC)N(CC1=CC=C(C=C1)OC)CC1=CC=C(C=C1)OC bromo-N2-butyl-N4,N4-bis(4-methoxybenzyl)imidazo[2,1-f][1,2,4]triazine-2,4-diamine